FC1(CCC(CC1)CC(=O)NC=1N=C2N(C=C(N=C2)C2=CC(=NC=C2)C)C1)F 2-(4,4-difluorocyclohexyl)-N-(6-(2-methylpyridin-4-yl)imidazo[1,2-a]pyrazin-2-yl)acetamide